8,15-dimethyl-6,8,10-triazatricyclo[9.4.0.02,7]pentadeca-1(11),2(7),3,5,12,14-hexaen-9-one CN1C=2N=CC=CC2C=2C(=CC=CC2NC1=O)C